Br(=O)(=O)O.BrCCCCN bromobutylamine bromate